1-((3R)-3-(3-chloro-5-(9-(tetrahydro-2H-pyran-2-yl)-9H-purin-6-yl)phenyl)morpholino)prop-2-en-1-one ClC=1C=C(C=C(C1)C1=C2N=CN(C2=NC=N1)C1OCCCC1)[C@@H]1COCCN1C(C=C)=O